C(C1=CC=CC=C1)OCCN1C[C@H](CC1)O[Si](C)(C)C(C)(C)C (S)-1-(2-(benzyloxy)ethyl)-3-((tert-butyldimethylsilyl)oxy)pyrrolidine